C(C=C)(=O)OCCCS(=O)(=O)O 3-AcryloxyPropane-1-sulfonic Acid